5-bromo-2-(methylamino)-3-nitro-benzonitrile BrC=1C=C(C(=C(C#N)C1)NC)[N+](=O)[O-]